C(C)(=O)OCC[C@H](CCC=C(C)C)C (S)-(-)-β-citronellol acetate